COC1=CC=C(C=N1)C1=CN=C2SC(=NN21)NCCC2=CC=C(C=C2)S(=O)(=O)N 4-[2-[[5-(6-methoxy-3-pyridyl)imidazo[2,1-b][1,3,4]thiadiazol-2-yl]amino]ethyl]benzenesulfonamide